Br[C@@H]1[C@@H](C2=CC=C(C=C2C1)F)O |r| rac-(1R,2S)-2-bromo-5-fluoro-2,3-dihydro-1H-inden-1-ol